C(C=C)C1=CC=C(C=C1)CC=C p-diallyl-benzene